1-[5-(2,3-dichlorophenyl)sulfanyl-4-nitro-2-thienyl]ethanone ClC1=C(C=CC=C1Cl)SC1=C(C=C(S1)C(C)=O)[N+](=O)[O-]